(4-formyl-2-oxabicyclo[2.2.2]oct-1-yl)benzoic acid methyl ester COC(C1=C(C=CC=C1)C12OCC(CC1)(CC2)C=O)=O